C(=O)(O)C=1C=CC(=C(C(=O)NCCCCCCCC(=O)[O-])C1)O.OCC[N+](C)(C)C 2-hydroxy-N,N,N-trimethyl-ethylammonium 8-(5-carboxyl-2-hydroxybenzoylamino)octanoate